di-tert-butyl-7,7''-bis(4-bromo-3,5-di-iso-propylphenyl)-[1,2':7',1''-ternaphthalene]-8,8-dicarboxylate C(C)(C)(C)OC(=O)C1(C(C=CC=2C=CC=C(C12)C1=CC2=CC(=CC=C2C=C1)C1=CC=CC2=CC=C(C=C12)C1=CC(=C(C(=C1)C(C)C)Br)C(C)C)C1=CC(=C(C(=C1)C(C)C)Br)C(C)C)C(=O)OC(C)(C)C